1,3,4-trihydroxybenzene OC1=CC(=C(C=C1)O)O